C1(CCCCC1)NC=1C2=C(N=C(N1)NC1=C(C=C(C=C1)C=1C=NN(C1)C1COC1)OC)NC=C2C#N 4-(cyclohexylamino)-2-((2-methoxy-4-(1-(oxetan-3-yl)-1H-pyrazol-4-yl)phenyl)amino)-7H-pyrrolo[2,3-d]pyrimidine-5-carbonitrile